tert-butyl (1R,4R,5S)-5-((7-bromo-6-(2-cyanoethyl)-8-fluoro-2-(methylthio)-3-((R)-3-(3-oxomorpholino)but-1-yn-1-yl)quinolin-4-yl)amino)-2-azabicyclo[2.1.1]hexane-2-carboxylate BrC1=C(C=C2C(=C(C(=NC2=C1F)SC)C#C[C@@H](C)N1C(COCC1)=O)N[C@H]1[C@H]2CN([C@@H]1C2)C(=O)OC(C)(C)C)CCC#N